COCCN1C(C=C(C=C1C)C(=O)NCC=1SC=CC1C)=O 2-methoxyethyl-6-methyl-N-[(3-methyl-2-thienyl)methyl]-2-oxo-1,2-dihydropyridine-4-carboxamide